N-(4-(chlorodifluoromethoxy)phenyl)-2-(difluoromethyl)-1-methyl-4-(pyrimidin-5-yl)-1H-benzo[d]imidazole-6-carboxamide ClC(OC1=CC=C(C=C1)NC(=O)C=1C=C(C2=C(N(C(=N2)C(F)F)C)C1)C=1C=NC=NC1)(F)F